5-(3-(((1r,4r)-4-(5-chloro-2-methylnicotinamido)cyclohexyl)methyl)-2-oxo-2,3-dihydro-1H-benzo[d]imidazol-1-yl)-N-(oxazol-4-ylmethyl)picolinamide ClC=1C=NC(=C(C(=O)NC2CCC(CC2)CN2C(N(C3=C2C=CC=C3)C=3C=CC(=NC3)C(=O)NCC=3N=COC3)=O)C1)C